FC1=C(C=C2C=C(N=CC2=C1)NC(=O)C1CC1)N1CCN(CC1)[C@@]1(COC[C@@H]1O)C (3R,4R)-N-(7-fluoro-6-(4-(4-hydroxy-3-methyltetrahydrofuran-3-yl)piperazin-1-yl)isoquinolin-3-yl)cyclopropanecarboxamide